BrC1=C(N=C(O1)C)C(=O)OC methyl 5-bromo-2-methyloxazole-4-carboxylate